methyl 2'-(1-(3-chloro-5-(methylcarbamoyl)benzyl)-1H-pyrazol-3-yl)-4'-methoxy-[1,1'-biphenyl]-4-carboxylate ClC=1C=C(CN2N=C(C=C2)C2=C(C=CC(=C2)OC)C2=CC=C(C=C2)C(=O)OC)C=C(C1)C(NC)=O